FC=1C=C(C=C(C1)N1C(=NC=C1)C)C[C@@H]1CC[C@H](CC1)C(=O)N1OCC[C@H]1C=1C=NC=C(C1)F trans-[4-[[3-fluoro-5-(2-methylimidazol-1-yl)phenyl]methyl]cyclohexyl]-[(3S)-3-(5-fluoro-3-pyridyl)isoxazolidin-2-yl]methanone